(S)-butyl 4-(4-cyclopropyl-1H-imidazol-1-yl)-5-(3-methylmorpholino)picolinate C1(CC1)C=1N=CN(C1)C1=CC(=NC=C1N1[C@H](COCC1)C)C(=O)OCCCC